C12=CC=C(CC1)C2.C21=CC=C(CC2)C1.C12=CC=C(CC1)C2.[Ir+3] iridium (III) tris(norbornadiene)